alpha-pentyl-beta-phenylacrylaldehyde C(CCCC)C(C=O)=CC1=CC=CC=C1